ClC=1C=C(C=CC1OCC1=CC(=CC=C1)F)NC(=O)[C@@]1(CCC[C@@]2([C@H]3CCC(=CC3=CC[C@@H]12)C(C)C)C)C (1R,4aR,4bR,10aR)-N-(3-chloro-4-((3-fluorobenzyl)oxy)phenyl)-7-isopropyl-1,4a-dimethyl-1,2,3,4,4a,4b,5,6,10,10a-decahydrophenanthrene-1-carboxamide